N-benzyl-2-(isoquinolin-6-yl)-1-(3-(methylcarbamoyl)cyclopentyl)-1H-benzo[d]imidazole-6-carboxamide C(C1=CC=CC=C1)NC(=O)C=1C=CC2=C(N(C(=N2)C=2C=C3C=CN=CC3=CC2)C2CC(CC2)C(NC)=O)C1